CNC1=NC(=CC2=CC=CC=C12)C=1C=C2CN(C(C2=CC1)=O)C1CNCCC1 3-{5-[1-(Methylamino)isoquinolin-3-yl]-1-oxo-2,3-dihydro-1H-isoindol-2-yl}piperidine